tert-butyl 4-(6-((2-amino-2-oxo-1-(pyridin-4-yl) ethyl) thio)-3,5-dicyano-4-cyclopropylpyridin-2-yl)-1,4-diazepan-1-carboxylate NC(C(C1=CC=NC=C1)SC1=C(C(=C(C(=N1)N1CCN(CCC1)C(=O)OC(C)(C)C)C#N)C1CC1)C#N)=O